COCC1(CCC1)C#CC1=CC=C(C(=O)OC)C=C1 Methyl 4-[2-[1-(methoxymethyl)cyclobutyl]ethynyl]benzoate